ClC1=CC(=C2C(=N1)SC=N2)C(F)(F)F 5-chloro-7-(trifluoromethyl)-1,3-thiazolo[5,4-b]pyridine